CNC(=O)C=1NC=C(C1)C1=NC(=NC=C1C(F)(F)F)NC1CNCCC1 N-methyl-4-{2-[(piperidin-3-yl)amino]-5-(trifluoromethyl)pyrimidin-4-yl}-1H-pyrrole-2-carboxamide